[Cl-].[NH4+] Ammonium Chloride